ACETAMIDO-PHENYLBENZAMID C(C)(=O)NC=1C(=C(C(=O)N)C=CC1)C1=CC=CC=C1